N1=CC(=CC=C1)CC=1N=C(C2=C(N1)NC=C2)N [(pyridin-3-yl)methyl]-7H-pyrrolo[2,3-d]pyrimidin-4-amine